BrC=1C(=C(C)C=C(C1OC)[N+](=O)[O-])Cl 3-bromo-2-chloro-4-methoxy-5-nitrotoluene